N1CCC2(CC1)CNC1=CC=CC=C12 1,2-dihydrospiro[indole-3,4'-piperidine]